C(C)OC1=NC=CC=C1C1=NC=2CN(C(C3(CCN(CC3)C=3C=NC=C(C3C(F)(F)F)OCCC)C2C=C1)=O)C1CNCC1 2-(2-ethoxypyridin-3-yl)-1'-[5-propoxy-4-(trifluoromethyl)pyridin-3-yl]-7-pyrrolidin-3-ylspiro[8H-1,7-naphthyridine-5,4'-piperidine]-6-one